C(CCOC1=CC(=C(C=C1OC)C(=O)N1[C@@H](CC(C1)=C)CO)[N+](=O)[O-])OC1=CC(=C(C=C1OC)C(=O)N1[C@@H](CC(C1)=C)CO)[N+](=O)[O-] ((propane-1,3-diylbis(oxy))bis(5-methoxy-2-nitro-4,1-phenylene))bis(((S)-2-(hydroxymethyl)-4-methylenepyrrolidin-1-yl)methanone)